N-[2-[Ethyl(2-hydroxyethyl)amino]-1-phenylethyl]-6-(2-naphthyl)-4-oxo-5H-pyrazolo[1,5-a]-pyrazine-2-carboxamide C(C)N(CC(C1=CC=CC=C1)NC(=O)C1=NN2C(C(NC(=C2)C2=CC3=CC=CC=C3C=C2)=O)=C1)CCO